C(C)(C)(C)N(C(O)=O)CCC1=NC(=C(C=C1OC)C)OC.N1[C@@H](CCC1)[C@@H]1OCCC2=CC(=CC=C12)C1=NC=CC=C1 2-((R)-1-((S)-pyrrolidin-2-yl)isochroman-6-yl)pyridine tert-butyl-(2-(3,6-dimethoxy-5-methylpyridin-2-yl)ethyl)carbamate